2-methyl-6-(6-(methyl(2,2,6,6-tetramethyl-piperidin-4-yl)amino)pyridazin-3-yl)-4-(tetrahydro-2H-pyran-4-yl)quinolin-7-ol formate salt C(=O)O.CC1=NC2=CC(=C(C=C2C(=C1)C1CCOCC1)C=1N=NC(=CC1)N(C1CC(NC(C1)(C)C)(C)C)C)O